2-(6-(((1S,4S,5S,6S)-6-fluoro-2-azabicyclo[2.2.1]heptan-5-yl)(methyl)amino)pyridazin-3-yl)-5-(1H-imidazol-1-yl)phenol F[C@@H]1[C@H]([C@@H]2CN[C@H]1C2)N(C2=CC=C(N=N2)C2=C(C=C(C=C2)N2C=NC=C2)O)C